C(#N)C1=CC(=NC=C1)NC1=CC=C(C(=N1)C(=O)N1[C@H](CCC(C1)(F)F)CNC([O-])=O)C (R)-((1-(6-((4-cyanopyridin-2-yl)amino)-3-methylpyridine-2-carbonyl)-5,5-difluoropiperidine-2-yl)methyl)carbamate